t-butylphosphine C(C)(C)(C)P